The molecule is a derivative of eugenol with methyl substituents at ring positions 3, 5 and 6. It derives from a eugenol. CC1=C(C(=C(C(=C1CC=C)C)OC)O)C